CC1(CCS(CC1)(=O)=O)NC(=O)C1=NN2C(C=C(C=C2)OC2=NC=CC=C2OCC(F)(F)F)=C1C(=C)C N-(4-methyl-1,1-dioxidotetrahydro-2H-thiopyran-4-yl)-3-(prop-1-en-2-yl)-5-((3-(2,2,2-trifluoroethoxy)pyridin-2-yl)oxy)pyrazolo[1,5-a]pyridine-2-carboxamide